C(CCC)S(=O)(=O)CC(C(C(C)=O)=O)C (n-butanesulfonyl)-2-methyl-3,4-pentanedione